(2R,3R,5R)-4-[[3-(4-fluoro-2-methoxy-phenyl)-5-methyl-5-(trifluoromethyl)tetrahydrofuran-2-carbonyl]amino]pyridine-2-carboxamide FC1=CC(=C(C=C1)[C@@H]1[C@@H](O[C@](C1)(C(F)(F)F)C)C(=O)NC1=CC(=NC=C1)C(=O)N)OC